mono(tribromophenoxy)triazine (S)-ethyl-2-(2-((7-(3-(((tert-butoxycarbonyl)amino)methyl)phenyl)benzofuran-5-yl)methoxy)-4-(1-((tert-butylsulfinyl)imino)ethyl)phenyl)acetate C(C)OC(CC1=C(C=C(C=C1)C(C)=N[S@@](=O)C(C)(C)C)OCC=1C=C(C2=C(C=CO2)C1)C1=CC(=CC=C1)CNC(=O)OC(C)(C)C)=O.BrC1=C(C(=C(OC=2C=NN=NC2)C=C1)Br)Br